2-butoxyethyl cyanoacrylate CCCCOCCOC(=O)C(=C)C#N